4-(4-chloro-3-fluoro-phenyl)-5-[4-[(3S)-1-(3-fluoropropyl)pyrrolidin-3-yl]oxyphenyl]-2,3-dihydro-1-benzothiepin-8-ol ClC1=C(C=C(C=C1)C=1CCSC2=C(C1C1=CC=C(C=C1)O[C@@H]1CN(CC1)CCCF)C=CC(=C2)O)F